C1(=CC=CC=C1)C1(C(C=CC=C1)C1C(C=CC=C1)(C)C(=O)C1(C(C=CC=C1)C1C(C=CC=C1)(C1=CC=CC=C1)O)C)O 2-phenyl-2-hydroxy-phenyl-1-methyl-phenylketone